(S)-N-(3-chloro-2,4-difluorophenyl)-N-methyl-2-oxo-3-(4-(trifluoromethyl)-7H-cyclopenta[b]pyridin-2-yl)imidazolidine-4-carboxamide ClC=1C(=C(C=CC1F)N(C(=O)[C@H]1N(C(NC1)=O)C1=CC(=C2C(=N1)CC=C2)C(F)(F)F)C)F